NC12CC3CC(CC(C1)C3)C2 1-Aminoadamantane